N-methyl-2-(6-((5-methylisoxazol-3-yl)amino)-2-(pyridin-3-yl)pyrimidin-4-yl)-2-azaspiro[4.5]Decane-7-carboxamide CNC(=O)C1CC2(CCN(C2)C2=NC(=NC(=C2)NC2=NOC(=C2)C)C=2C=NC=CC2)CCC1